C1(CC1)C=1NC(C=2C(N1)=NN(C2CO)C2=C(C=C(C=C2C)C2CC2)C)=O 6-cyclopropyl-2-(4-cyclopropyl-2,6-dimethylphenyl)-3-(hydroxymethyl)-2,5-dihydro-4H-pyrazolo[3,4-d]pyrimidin-4-one